N-(2-chloro-4-formylphenyl)acetamide ClC1=C(C=CC(=C1)C=O)NC(C)=O